OC1=CC=C(C=C1)C(C=CC1=C(C=C(C=C1)OC)OC)=O 1-(4-hydroxyphenyl)-3-(2,4-dimethoxyphenyl)-2-propen-1-one